methylenebenzopyrrole tert-butyl-(4S)-5-amino-4-(4-bromo-2-nitro-anilino)-5-oxo-pentanoate C(C)(C)(C)OC(CC[C@@H](C(=O)N)NC1=C(C=C(C=C1)Br)[N+](=O)[O-])=O.C=C1N=C2C(=C1)C=CC=C2